C1=CC=C(C=2SC3=C(C21)C=CC=C3)C=3C=C(C=CC3)C=3C2=C(N=CN3)C3=C(O2)C=CC(=C3)C3=CC2=CC=CC=C2C=C3 4-[3-(dibenzothiophene-4-yl)phenyl]-8-(naphthalen-2-yl)-[1]benzofuro[3,2-d]pyrimidine